2-amino-2-(5-fluoro-2-methoxyphenyl)acetic acid NC(C(=O)O)C1=C(C=CC(=C1)F)OC